OC1=C(C(=CC(=C1C(=O)NS(=O)(=O)C1=CC=CC=C1)CCCCC)O)C1CCCC(=C1)C 2,6-dihydroxy-5'-methyl-4-pentyl-N-(phenylsulfonyl)-1',2',3',4'-tetrahydro-[1,1'-biphenyl]-3-carboxamide